ClC1=CC=C(C=C1)S(=O)(=O)\N=C(\NC1CCC(CC1)S(N)(=O)=O)/N1N=C([C@H](C1)C1=CC=CC=C1)C1=CC=C(C=C1)F (S,Z)-N'-((4-chlorophenyl)sulfonyl)-3-(4-fluorophenyl)-4-phenyl-N-((1r,4S)-4-sulfamoylcyclohexyl)-4,5-dihydro-1H-pyrazole-1-carboximidamide